C(C)(C)(C)OC(=O)N1CCN(CC1)C1=CC(=C(C(=O)O)C=C1)C=O 4-(4-(t-butoxycarbonyl)piperazin-1-yl)-2-formylbenzoic acid